NCC1([C@H]2CN(C[C@@H]12)C=1N=C2C(=NC1)N=C(C=C2)SC2=C(C(=NC=C2)N)Cl)C=2SC=C(N2)C 4-((2-((1R,5S,6r)-6-(aminomethyl)-6-(4-methylthiazol-2-yl)-3-azabicyclo[3.1.0]hexan-3-yl)pyrido[2,3-b]pyrazin-6-yl)thio)-3-chloropyridin-2-amine